4-(((2R,5S)-2-Ethyl-5-methyl-4-(2-methyl-1-(((S)-tetrahydrofuran-2-yl)methyl)-1H-[1,2,4]triazolo[3,4-b]purin-4-yl)piperazin-1-yl)(4-fluorophenyl)methyl)benzonitrile C(C)[C@H]1N(C[C@@H](N(C1)C=1C=2N=C(N(C2N2C(N1)=NN=C2)C[C@H]2OCCC2)C)C)C(C2=CC=C(C#N)C=C2)C2=CC=C(C=C2)F